(2S,5S)-2-(1-(4-bromophenyl)-3-(furan-3-yl)-1H-pyrazol-4-yl)-5-methyl-3-(2-(2-oxo-2,3-dihydro-1H-benzo[d]imidazol-5-yl)ethyl)oxazolidin-4-one BrC1=CC=C(C=C1)N1N=C(C(=C1)[C@@H]1O[C@H](C(N1CCC1=CC2=C(NC(N2)=O)C=C1)=O)C)C1=COC=C1